BrC=1N(C=C(N1)C(F)(F)F)COCC[Si](C)(C)C 2-bromo-4-(trifluoromethyl)-1-{[2-(trimethylsilyl)ethoxy]methyl}imidazole